C(CC([2H])([2H])[2H])(=O)C=1C(=CC(=NC1)NC(=O)C1CC1)NC1=C2C(=NC=N1)C=1C([C@H](N2C)C)=NN(N1)C |r| (R/S)-N-(5-(propanoyl-3,3,3-d3)-4-((2,4,5-trimethyl-4,5-dihydro-2H-[1,2,3]triazolo[4',5':4,5]pyrido[3,2-d]pyrimidin-6-yl)amino)pyridin-2-yl)cyclopropanecarboxamide